3''-chloro-3-(2-hydroxypropane-2-yl)-5',6''-dimethyl-4''-((2,3,4-trifluorophenyl)oxy)-2H,2''H-[1,2':4',1''-terpyridine] ClC=1CN(C(=CC1OC1=C(C(=C(C=C1)F)F)F)C)C1=CC(=NC=C1C)N1CC(=CC=C1)C(C)(C)O